4-methoxy-N,N-bis[(4-methoxyphenyl)methyl]-5-(2,3,3-trifluoropropyl)pyrimidin-2-amine COC1=NC(=NC=C1CC(C(F)F)F)N(CC1=CC=C(C=C1)OC)CC1=CC=C(C=C1)OC